C(C(=C)C)(=O)OCC(COC(C(=C)C)=O)(COC(C(=C)C)=O)COC(C(=C)C)=O 2,2-bis[[(2-methyl-1-oxoallyl)-oxy]methyl]-1,3-propanediyl bismethacrylate